ClC=1C(=NC(=NC1)NC1=C(C=C(C(=C1)C)C=1C[C@@H](N[C@H](C1)CC)CC)OC(C)C)NC1=C(C=CC=C1)S(=O)(=O)C(C)C 5-chloro-N2-(4-((trans)-2,6-diethyl-1,2,3,6-tetrahydropyridin-4-yl)-2-isopropoxy-5-methylphenyl)-N4-(2-(isopropylsulfonyl)phenyl)pyrimidine-2,4-diamine